NC1=NC=C(C2=C1C=NN2)NC(=O)C(=O)N(CC2=NC(=CC=C2)C(F)(F)F)CC2=CC=CC=C2 N-(4-amino-1H-pyrazolo[4,3-c]pyridin-7-yl)-N'-benzyl-N'-[[6-(trifluoromethyl)-2-pyridyl]methyl]oxamide